ClC=1C=C(C2=C(C=C(O2)CNC(=O)C2=CN=CN(C2=O)C)C1)C(=O)OC Methyl 5-chloro-2-((1-methyl-6-oxo-1,6-dihydropyrimidine-5-carboxamido)methyl)benzofuran-7-carboxylate